1-benzyl-4-benzylsulfanyl-6,7-dihydro-5H-cyclopenta[d]pyrimidin-2-one C(C1=CC=CC=C1)N1C(N=C(C2=C1CCC2)SCC2=CC=CC=C2)=O